Methyl 2-fluoro-4-bromobenzoate FC1=C(C(=O)OC)C=CC(=C1)Br